C(CC1=CC=CC=C1)C=1C(=C(C=CC1)O)CCC1=CC=CC=C1 bis-phenethyl-phenol